benzimidazole-5-carboxylic acid N1=CNC2=C1C=CC(=C2)C(=O)O